1-(5-(3-(4-(1-carboxycyclopropyl)butyl)phenyl)pentyl)cyclopropane-1-carboxylic acid C(=O)(O)C1(CC1)CCCCC=1C=C(C=CC1)CCCCCC1(CC1)C(=O)O